BrC1=C(C(=O)NN)C=CC(=C1O)O 2-bromo-3,4-dihydroxybenzoylhydrazine